5,6-epoxyhexane CCCCC1CO1